(Z)-2-(hydroxyimino)-3-oxo-N-(3-(1-(trifluoromethyl)cyclopropyl)phenyl)butanamide O\N=C(/C(=O)NC1=CC(=CC=C1)C1(CC1)C(F)(F)F)\C(C)=O